trans-4-[(7S)-2-benzyl-6-(methoxycarbonyl)-7-methyl-3H,6H,7H,8H,9H-imidazo[4,5-f]quinolin-3-yl]cyclohexane-1-carboxylic acid C(C1=CC=CC=C1)C=1N(C=2C(=C3CC[C@@H](N(C3=CC2)C(=O)OC)C)N1)[C@@H]1CC[C@H](CC1)C(=O)O